CN1C([C@H](COC2=C1C=CC=C2)NC(=O)C=2N=CN1C2C=C(C=C1)C(F)(F)F)=O N-[(3S)-5-methyl-4-oxo-2,3-dihydro-1,5-benzoxazepin-3-yl]-7-(trifluoromethyl)imidazo[1,5-a]pyridine-1-carboxamide